NC(C(=O)O)CCCN=[N+]=[N-] 2-amino-5-azido-n-pentanoic acid